COC=1C=C(C=CC1OC)C=1SC=C(N1)C1CB(OC1)O 4-(2-(3,4-Dimethoxyphenyl)thiazol-4-yl)-1,2-oxaborolan-2-ol